(3-fluoro-5-methyl-4-(3-(6-morpholinopyridin-2-yl)-1H-pyrazolo[3,4-c]pyridin-5-yl)phenyl)-N-methylmethanamine FC=1C=C(C=C(C1C=1C=C2C(=CN1)NN=C2C2=NC(=CC=C2)N2CCOCC2)C)CNC